(8Z)-8-pentadecenyl-magnesium chloride C(CCCCCC\C=C/CCCCCC)[Mg]Cl